1,9-Dimethyluric acid CN1C(=O)NC=2N(C(=O)NC2C1=O)C